(3-(1-Cyanoethyl)-4-methoxypyrazolo[1,5-a]pyridin-5-yl)carbamic acid tert-butyl ester C(C)(C)(C)OC(NC1=C(C=2N(C=C1)N=CC2C(C)C#N)OC)=O